C(C)OC(=O)C1=CC2=CC=CC=C2C=C1B1OC(C(O1)(C)C)(C)C 3-(4,4,5,5-tetramethyl-1,3,2-dioxaborolan-2-yl)-2-naphthoic acid ethyl ester